2-(methacryloyloxy)ethylsuccinic acid C(C(=C)C)(=O)OCCC(C(=O)O)CC(=O)O